C1(CC1)C=1C=C(C=CC1S(=O)(=O)C)N1C(N(CC1)C1=NC(=CC=C1)C1=NN=CN1C(C)C)=O 1-(3-cyclopropyl-4-(methylsulfonyl)phenyl)-3-(6-(4-isopropyl-4H-1,2,4-triazol-3-yl)pyridin-2-yl)imidazolidin-2-one